acryloyloxynonyl-triethoxysilane C(C=C)(=O)OCCCCCCCCC[Si](OCC)(OCC)OCC